barium-gallium [Ga].[Ba]